N1(C=NC=C1)C=1C=C(C=CC1)O 3-(imidazole-1-yl)phenol